1,3,5-tris(3-(5-(trimethylstannyl)thiophen-2-yl)propyl)benzene C[Sn](C1=CC=C(S1)CCCC1=CC(=CC(=C1)CCCC=1SC(=CC1)[Sn](C)(C)C)CCCC=1SC(=CC1)[Sn](C)(C)C)(C)C